(1r,4r)-4-amino-N-(3-methoxy-4-methylphenyl)-1-methylcyclohexane-1-carboxamide NC1CCC(CC1)(C(=O)NC1=CC(=C(C=C1)C)OC)C